(4-(1H-indol-3-yl)thiophen-2-yl)-3-oxopropanoic acid methyl ester COC(C(C=O)C=1SC=C(C1)C1=CNC2=CC=CC=C12)=O